Cl.BrC1=CC(=C(C=C1OC([2H])([2H])[2H])CC(N)([2H])[2H])OC 2-(4-bromo-2-methoxy-5-(methoxy-d3)phenyl)ethan-1,1-d2-1-amine hydrochloride